CC=1C(=NOC1C)N(S(=O)(=O)C=1C(=CC=CC1)C1=C(C=C(C=C1)CO)COCC)COCCOC N-(4,5-dimethylisoxazol-3-yl)-2'-(ethoxymethyl)-4'-(hydroxymethyl)-N-((2-methoxyethoxy)methyl)-[1,1'-biphenyl]-2-sulfonamide